FC1=CC=C(OCCN(CC[C@@H](C(=O)O)NC2=NC=NC=C2)CCCCC2=NC=3NCCCC3C=C2)C=C1 (S)-4-((2-(4-fluorophenoxy)ethyl)(4-(5,6,7,8-tetrahydro-1,8-naphthyridin-2-yl)butyl)amino)-2-(pyrimidin-4-ylamino)butanoic acid